NC1=C2N=CN(C2=NC(=N1)F)[C@H]1C[C@@H]([C@@](O1)(C#C)CO[P@](=O)(OC1=CC=CC=C1)N[C@@H](CC1=CC=CC=C1)C(=O)OCCCCCCCCCCCCCCCC)OC(=O)OCCCCCC Hexadecyl ((S)-(((2R,3S,5R)-5-(6-amino-2-fluoro-9H-purin-9-yl)-2-ethynyl-3-(((hexyloxy)carbonyl)oxy)tetrahydro-furan-2-yl)methoxy)(phenoxy)phosphoryl)-L-phenylalaninate